6-fluoro-2-methyl-3,4-dihydro-2H-1λ6,2-benzothiazine-1,1-dione FC=1C=CC2=C(CCN(S2(=O)=O)C)C1